C(C)(C)(C)C1=C(C=CC=C1)[N+](=O)[O-] tert-butyl-2-nitrobenzene